2,4,5,6-tetradeuteriopyridine-3-carboxylic acid [2H]C1=NC(=C(C(=C1C(=O)O)[2H])[2H])[2H]